C(=O)(O)C1=CC=C(C=C1)N=NC1=CC=C(C=C1)N 4-carboxy-4'-aminoazobenzene